C(C)(=O)O[C@H]1[C@@H](SC2=CC(=C(C=C2)Cl)Cl)O[C@@H]([C@@H]([C@@H]1N1N=NC(=C1)C=1SC(=CN1)F)OC(C)=O)COC(C)=O 3,4-dichlorophenyl 2,4,6-tri-O-acetyl-3-deoxy-3-[4-(5-fluoro-thiazol-2-yl)-1H-1,2,3-triazol-1-yl]-1-thio-alpha-D-galactopyranoside